BrC1=CC=C(C=C1)C=1C(C(C1OC(C)C)=O)=O (4-bromophenyl)-4-isopropoxycyclobut-3-ene-1,2-dione